ClC=1C=C(C(=NC1)C=1CCN(CC1)C(=O)OC(C)(C)C)F tert-butyl 4-(5-chloro-3-fluoro-2-pyridyl)-3,6-dihydro-2H-pyridine-1-carboxylate